C1=CC=C2C(=C1)C=CC=C2CC(=O)N α-naphthylacetamide